(2-bromopyrimidin-5-yloxy)-N,N-diethylpropan-1-amine BrC1=NC=C(C=N1)OC(CC)N(CC)CC